ethoxydiphenylfluorene diacrylate C(C=C)(=O)O.C(C=C)(=O)O.C(C)OC=1C(=C(C=2CC3=CC=CC=C3C2C1)C1=CC=CC=C1)C1=CC=CC=C1